C(C)OC(=O)C=1N(N=C2C1CN([C@@H](C2)C)C(C2=CC(=C(C=C2)Cl)C(F)(F)F)=O)CCN (R)-Ethyl-2-(2-aminoethyl)-5-(4-chloro-3-(trifluoromethyl) benzoyl)-6-methyl-4,5,6,7-tetrahydro-2H-pyrazolo[4,3-c]pyridine-3-carboxylate